FC(C(C)F)C1=NN=CN1C 1,2-difluoro-1-(4-methyl-4H-1,2,4-triazol-3-yl)propane